CC1(C2CNCC1CC2)O 8-methyl-3-azabicyclo[3.2.1]octan-8-ol